(S and R)-N~2~-(6-methoxy-2-methyl-1,2,3,4-tetrahydroisoquinolin-7-yl)-N~7~-(oxan-3-yl)quinazoline-2,7-diamine COC=1C=C2CCN(CC2=CC1NC1=NC2=CC(=CC=C2C=N1)N[C@@H]1COCCC1)C |r|